BrC=1C=CC(=C2N=CC=NC12)\C=N\O (E)-N-[(8-bromoquinoxalin-5-yl)methylene]Hydroxylamine